Cl.Cl.N[C@H]1CCC2=C(NC1=O)N=CC(=C2)/C=C/C(=O)N(CC=2OC1=C(C2C)C(=CC=C1)CNC=1C=NC=CC1)C (S,E)-3-(7-amino-8-oxo-6,7,8,9-tetrahydro-5H-pyrido[2,3-b]azepin-3-yl)-N-methyl-N-((3-methyl-4-((pyridin-3-ylamino)methyl)benzofuran-2-yl)methyl)acrylamide dihydrochloride